C1(CCC1)N1C(C(N(CC1)CC1=NOC(=C1)C1=NC=CC=C1)=O)=O 1-cyclobutyl-4-((5-(pyridin-2-yl)isoxazol-3-yl)methyl)piperazine-2,3-dione